CC=1N(C(=CC1C=O)C)C1=CC=CC=C1 2,5-dimethyl-1-phenyl-1H-pyrrole-3-carbaldehyde